4-(2-chloro-6-methyl-5-nitropyrimidin-4-yl)piperazine-1-carboxylic acid tert-butyl ester C(C)(C)(C)OC(=O)N1CCN(CC1)C1=NC(=NC(=C1[N+](=O)[O-])C)Cl